C1(CC2=CC=CC3=CC=CC1=C23)C(=O)CCC(=O)O β-(1-acenaphthoyl)propionic acid